[Si](C)(C)(C(C)(C)C)OCC1=NC=CC2=C1C=C(N2)I 4-(((tert-butyldimethylsilyl)oxy)methyl)-2-iodo-1H-pyrrolo[3,2-c]pyridine